C(C)[C@@]1(C2=C(NC=3N=CC=CC13)[C@@H](C(CC2=O)(C)C)F)C2=CC=CC=C2 (5R,9R)-5-ethyl-9-fluoro-8,8-dimethyl-5-phenyl-5,8,9,10-tetrahydrobenzo[b][1,8]naphthyridin-6(7H)-one